OC1=CC=C(C=C1)NC(C1=CC=C(C=C1)C1CCCCC1)=O N-(4-hydroxyphenyl)-4-cyclohexylbenzamide